N-[5-[[2-(3-azabicyclo[3.2.0]heptan-3-yl)acetyl]amino]-2-methyl-3-pyridyl]-6-(1-methylpyrazol-4-yl)triazolo[1,5-a]pyridine-3-carboxamide C12CN(CC2CC1)CC(=O)NC=1C=C(C(=NC1)C)NC(=O)C=1N=NN2C1C=CC(=C2)C=2C=NN(C2)C